COC=1C(=NC(=NC1)NC1=C(C=C(C(=C1)[N+](=O)[O-])F)OC)NC=1C=C(C=CC1OC)NC(C)=O N-(3-((5-methoxy-2-((4-fluoro-2-methoxy-5-nitrophenyl)amino)pyrimidin-4-yl)amino)-4-methoxyphenyl)acetamide